C(C)(C)(C)C=1C=C(C=C(C1O)C(C)(C)C)CCC(=O)O.C(C)(C)(C)C=1C=C(C=C(C1O)C(C)(C)C)CCC(=O)O.S(C=C)C=C 2,2'-thiodiethylene bis[3-(3,5-di-tert-butyl 4-hydroxy phenyl) propionate]